FC(S(=O)(=O)OC=1N(N=C2C(N(CCC21)C(=O)C=2C=C1C=CC=NC1=CC2)C)C)(F)F 2,7-dimethyl-6-(quinoline-6-carbonyl)-4,5,6,7-tetrahydro-2H-pyrazolo[3,4-c]pyridin-3-yl trifluoromethanesulfonate